3-ketovalerate O=C(CC(=O)[O-])CC